1-(2-Fluorobenzyl)-4-methyl-2-nitrobenzene FC1=C(CC2=C(C=C(C=C2)C)[N+](=O)[O-])C=CC=C1